(1R,3R,4S,5R)-3-[(E)-3-(3,4-dihydroxyphenyl)prop-2-enoyl]oxy-1,4,5-trihydroxycyclohexane-1-formic acid OC=1C=C(C=CC1O)/C=C/C(=O)O[C@@H]1C[C@](C[C@H]([C@@H]1O)O)(C(=O)O)O